3-(4-([1,3'-bipiperidin]-4-yloxy)-1-oxoisoindolin-2-yl)piperidine-2,6-dione N1(CCC(CC1)OC1=C2CN(C(C2=CC=C1)=O)C1C(NC(CC1)=O)=O)C1CNCCC1